N-(4-(6-(tert-Butoxy)-3-fluoropyridin-2-yl)benzyl)-2,6-dichlorobenzamide C(C)(C)(C)OC1=CC=C(C(=N1)C1=CC=C(CNC(C2=C(C=CC=C2Cl)Cl)=O)C=C1)F